NC1(CCN(CC1)C=1N=C2C(=NC1)N=C(C=C2)SC=2C(=NC=CC2)N)C 3-((2-(4-amino-4-methylpiperidin-1-yl)pyrido[2,3-b]pyrazin-6-yl)thio)pyridin-2-amine